COC=1C=C(C=C(C1OC)OC)N1C=NC(=C1)NC=1N=C(C2=C(N1)CNCC2)N2[C@@H](CCC2)CO (S)-(1-(2-(1-(3,4,5-trimethoxyphenyl)-1H-imidazol-4-ylamino)-5,6,7,8-tetrahydropyrido[3,4-d]pyrimidin-4-yl)pyrrolidin-2-yl)methanol